ClC1=NC(=CC(=C1)C1=C(N=C(C=2N1N=NN2)N)C2=CC=C(C=C2)F)C(F)(F)F 5-(2-chloro-6-(trifluoromethyl)pyridin-4-yl)-6-(4-fluorophenyl)tetrazolo[1,5-a]pyrazin-8-amine